tert-Butyl 4-(2,2,2-trifluoroethyl)-3-(4-(5-(trifluoromethyl)pyrimidin-2-yl)piperazine-1-carbonyl)piperazine-1-carboxylate FC(CN1C(CN(CC1)C(=O)OC(C)(C)C)C(=O)N1CCN(CC1)C1=NC=C(C=N1)C(F)(F)F)(F)F